2-(4-quinoxalin-2-ylpyrazol-1-yl)spiro[3.3]heptane-6-carboxylic acid N1=C(C=NC2=CC=CC=C12)C=1C=NN(C1)C1CC2(C1)CC(C2)C(=O)O